3-(2,6-difluoro-4-(methoxycarbonyl)phenyl)piperidine-1-carboxylate FC1=C(C(=CC(=C1)C(=O)OC)F)C1CN(CCC1)C(=O)[O-]